N-(6-(difluoromethyl)pyridin-2-yl)-2-(1-(2-(4-(4-(2,6-dioxopiperidin-3-yl)-2-fluorophenyl)piperidin-1-yl)acetyl)piperidin-4-yl)-6-isopropoxy-2H-indazole-5-carboxamide FC(C1=CC=CC(=N1)NC(=O)C1=CC2=CN(N=C2C=C1OC(C)C)C1CCN(CC1)C(CN1CCC(CC1)C1=C(C=C(C=C1)C1C(NC(CC1)=O)=O)F)=O)F